(R)-tert-Butyl 4'-((5-((1-(3-bromophenyl)ethyl)carbamoyl)-2,3-dimethyl-1H-indol-1-yl)methyl)-[1,1'-biphenyl]-2-carboxylate BrC=1C=C(C=CC1)[C@@H](C)NC(=O)C=1C=C2C(=C(N(C2=CC1)CC1=CC=C(C=C1)C=1C(=CC=CC1)C(=O)OC(C)(C)C)C)C